C(C=C)[Pd] (Allyl)palladium